ClC1=C(C(=CC(=C1)F)F)C=1C(=NN(C1NC1=C(C=CC=C1)[N+](=O)[O-])C)C 4-(2-Chloro-4,6-difluorophenyl)-1,3-dimethyl-N-(2-nitrophenyl)-1H-pyrazol-5-amine